N-(2-((R)-4-cyanothiazolidin-3-yl)-2-oxoethyl)-6-((2R,3R)-2,3-dimethyl-morpholino)quinoline-4-carboxamide C(#N)[C@H]1N(CSC1)C(CNC(=O)C1=CC=NC2=CC=C(C=C12)N1[C@@H]([C@H](OCC1)C)C)=O